N-((6-((4,4-dimethylpiperidin-1-yl)methyl)imidazo[1,2-a]pyridin-2-yl)methyl)-5-(pyrrolidin-1-yl)nicotinamide CC1(CCN(CC1)CC=1C=CC=2N(C1)C=C(N2)CNC(C2=CN=CC(=C2)N2CCCC2)=O)C